C(C)(C)(C)OC(NCC(CNC(OC(C)(C)C)=O)CN1C=NC(=C1)Br)=O (2-((4-bromo-1H-imidazol-1-yl)methyl)propane-1,3-diyl)dicarbamic acid di-tert-butyl ester